racemic-2-mercaptocyclohexan-1-ol SC1C(CCCC1)O